CC(COC1=NC=CC=C1C(F)(F)F)(C)NC(C)=O N-(2-methyl-1-((3-(trifluoromethyl)pyridin-2-yl)oxy)propan-2-yl)acetamide